6-(4-Amino-4-ethylpiperidin-1-yl)-3-(2,3-dichlorophenyl)-1H-pyrazolo[3,4-d]pyrimidine-4-carbonitrile NC1(CCN(CC1)C1=NC(=C2C(=N1)NN=C2C2=C(C(=CC=C2)Cl)Cl)C#N)CC